FC(C)(F)C1=C(C=CC(=C1)F)C1=C(C2=C(S1)C=C(C=C2)O)OC2=CC=C(C=C2)OC2CN(C2)CCCF 2-(2-(1,1-difluoroethyl)-4-fluorophenyl)-3-(4-((1-(3-fluoropropyl)azetidin-3-yl)oxy)phenoxy)benzo[b]thiophen-6-ol